C1OC=CC=2N1C=CC2 pyrrolo[1,2-c][1,3]oxazine